1-(3-Chloro-4-(4-(2-((1-(methylsulfonyl)piperidin-4-yl)amino)-5-(trifluoromethyl)pyrimidin-4-yl)-1H-imidazol-1-yl)benzyl)azetidin-2-one ClC=1C=C(CN2C(CC2)=O)C=CC1N1C=NC(=C1)C1=NC(=NC=C1C(F)(F)F)NC1CCN(CC1)S(=O)(=O)C